1-methylbenzo[g]quinoxalin CN1CC=NC=2C=C3C(=CC12)C=CC=C3